2-[2-[4-(4-ethoxy-4-oxo-butyl)-1-piperidyl]pyrimidin-5-yl]oxyacetic acid C(C)OC(CCCC1CCN(CC1)C1=NC=C(C=N1)OCC(=O)O)=O